CN(C(=O)C1(CCN(CC1)C1=C(C=C(C=C1)C(F)(F)F)NC(=O)C=1OC(=CC1)C1=CC=NC=C1)C)C N,N,4-trimethyl-1-(2-(5-(pyridin-4-yl)furan-2-carboxamido)-4-(trifluoromethyl)phenyl)-piperidine-4-carboxamide